4-hydroxy-1-(perfluoro-[1,1'-biphenyl]-4-yl)-3-(2,2,2-trifluoroethan-1-one-1-yl)-[1]benzothieno[3,2-h]quinolin-2(1H)-one OC1=C(C(N(C2=C3C(=CC=C12)C1=C(S3)C=CC=C1)C1=C(C(=C(C(=C1F)F)C1=C(C(=C(C(=C1F)F)F)F)F)F)F)=O)C(C(F)(F)F)=O